C1(CC2C(CC1)O2)CC[Si](O[Si](CCC2CC1C(CC2)O1)(C)C)(C)C 1,3-bis[2-(3,4-epoxycyclohexyl)ethyl]tetramethyl-disiloxane